(3R,4S)-1-methoxy-N,N-bis(4-methoxybenzyl)-4-methylhept-6-ene-3-sulfonamide COCC[C@H]([C@H](CC=C)C)S(=O)(=O)N(CC1=CC=C(C=C1)OC)CC1=CC=C(C=C1)OC